BrC1=CC(=C(O[C@@H](C)C2=NOC(=N2)N)C=C1)F 3-[(1S)-1-(4-bromo-2-fluorophenoxy)ethyl]-1,2,4-oxadiazol-5-amine